FC(C(=O)O)(F)F.C1(CC1)N1C2C(CC1)CNC2 1-cyclopropyloctahydropyrrolo[3,4-b]Pyrrole 2,2,2-trifluoroacetate salt